C(C)(C)(C)OC([C@@H](CC1=COC2=C1C=C(C=C2)C=O)[C@@H]2CN(CC2)C(=O)OC(C)(C)C)=O tert-butyl (3R)-3-[(2S)-1-(tert-butoxy)-3-(5-formyl-1-benzofuran-3-yl)-1-oxopropane-2-yl]pyrrolidine-1-carboxylate